diethyl N-[5-[N-methyl-N-(2-methyl-4-oxo-3,4-dihydroquinazolin-6-yl) amino] thiophene-2-carbonyl]-L-glutamate CN(C=1C=C2C(NC(=NC2=CC1)C)=O)C1=CC=C(S1)C(=O)N[C@@H](CCC(=O)OCC)C(=O)OCC